C(C)(C)(C)OC(=O)N1C[C@H](CC=C1C=1C=NC(=C(C1)OC)C)C.COC=1C(=NC=C(C1)C=1CC[C@@H](CN1)C)C |r| 3-Methoxy-2-methyl-5-[rac-(3S)-3-methyl-2,3,4,5-tetrahydropyridin-6-yl]pyridine tert-Butyl-rac-(3S)-6-(5-methoxy-6-methyl-3-pyridyl)-3-methyl-3,4-dihydro-2H-pyridine-1-carboxylate